C(C)(C)(C)S(=O)(=O)N1CC(CC12CCCC2)N2CCCC1=CC(=CC=C21)Cl 1-(1-(tert-butylsulfonyl)-1-azaspiro[4.4]nonan-3-yl)-6-chloro-1,2,3,4-tetrahydroquinoline